7-(4-aminobutoxy)-2-[(2-ethyl-5-methyl-pyrazole-3-carbonyl)amino]-1-methyl-benzimidazole-5-carboxamide NCCCCOC1=CC(=CC2=C1N(C(=N2)NC(=O)C=2N(N=C(C2)C)CC)C)C(=O)N